OC(COC1=CC(=C(C=C1)C1=NC(=NC(=N1)C1=C(C=C(C=C1)C)C)C1=C(C=C(C=C1)C)C)O)COCC(CCCC)CC 2-[4-[(2-hydroxy-3-(2-ethylhexyloxy)propyl)oxy]-2-hydroxy-phenyl]-4,6-bis(2,4-dimethylphenyl)-1,3,5-triazine